[N-](S(=O)(=O)C(F)(F)C(F)(F)F)S(=O)(=O)C(F)(F)C(F)(F)F.OC1=CC=C(C=C1)[S+](C1=CC=CC=C1)C1=CC=C(C=C1)O bis[4-hydroxyphenyl]phenylsulfonium bis(perfluoroethylsulfonyl)imide